tert-butyl (S)-3-(methoxy (methyl) carbamoyl)-3,4-dihydroisoquinoline-2(1H)-carboxylate CON(C(=O)[C@H]1N(CC2=CC=CC=C2C1)C(=O)OC(C)(C)C)C